cis-N-ethyl-3-((methylsulfonyl)amino)-2-((4-phenylpyridin-2-yl)methyl)piperidine-1-carboxamide C(C)NC(=O)N1[C@H]([C@H](CCC1)NS(=O)(=O)C)CC1=NC=CC(=C1)C1=CC=CC=C1